1-(4-trifluoromethoxyphenyl)ethane FC(OC1=CC=C(C=C1)CC)(F)F